tert-butyl (S)-2-methyl-4-oxoazepane-1-carboxylate C[C@@H]1N(CCCC(C1)=O)C(=O)OC(C)(C)C